C1(=CC=CC=C1)C1=CC=CC2=CC3=C(C=CC=C3C=C12)C1=CC=CC=C1 1,5-diphenyl-anthracene